OC=1C(C=2C=CC=C3C=C(C=C(C1)C23)C2=CC(=C(C(=C2)OC)OC)OC)=O 2-Hydroxy-5-(3,4,5-trimethoxyphenyl)-1H-phenalen-1-one